N-[(1S)-2-[[3-fluoro-1-[1-[5-(2,2,2-trifluoroethyl)-1H-pyrazol-4-yl]propyl]pyrazol-4-yl]amino]-1-(4-methylcyclohexyl)-2-oxo-ethyl]-4-methyl-1,2,5-oxadiazole-3-carboxamide FC1=NN(C=C1NC([C@H](C1CCC(CC1)C)NC(=O)C1=NON=C1C)=O)C(CC)C=1C=NNC1CC(F)(F)F